(2R)-N-[(3S)-2-oxo-5-phenyl-1,3-dihydro-1,4-benzodiazepin-3-yl]-2-[(2,3,5,6-tetrafluoropyridin-4-yl)amino]propanamide O=C1NC2=C(C(=N[C@@H]1NC([C@@H](C)NC1=C(C(=NC(=C1F)F)F)F)=O)C1=CC=CC=C1)C=CC=C2